C(C)[N+]1(C(CCCC1C)C)CC diethyl-2,6-dimethylpiperidin-1-ium